Pyrrolidinecarboxylate N1(CCCC1)C(=O)[O-]